4-[5-(Tetrahydrofuran-3-yl-amino)-1-[4-(trifluoromethoxy)phenyl]-1,2,4-triazol-3-yl]benzaldehyde O1CC(CC1)NC1=NC(=NN1C1=CC=C(C=C1)OC(F)(F)F)C1=CC=C(C=O)C=C1